[N+](=O)(OC1CN(C1)S(=O)(=O)C1=CC(=C(C=C1)OCC)C1=NN2C(C(N1)=O)=C(N=C2CCC)C)[O-] 1-((4-ethoxy-3-(5-methyl-4-oxo-7-propyl-3,4-dihydroimidazo[5,1-f][1,2,4]triazin-2-yl)phenyl) sulfonyl)azetidin-3-yl nitrate